F[C@H]1CN(CC[C@@H]1OCC1CC(C1)C1=CC=CC=2N(C(N(C21)C)=O)COCC[Si](C)(C)C)C(=O)OC(C)(C)C Tert-butyl (3S,4S)-3-fluoro-4-[[3-[3-methyl-2-oxo-1-(2-trimethylsilylethoxymethyl)benzimidazol-4-yl]cyclobutyl]methoxy]piperidine-1-carboxylate